(S)- and (R)-2-((4-chlorophenethyl)amino)-2-phenyl-1-(6-(pyridin-4-yl)-1H-indol-3-yl)ethan-1-one ClC1=CC=C(CCN[C@H](C(=O)C2=CNC3=CC(=CC=C23)C2=CC=NC=C2)C2=CC=CC=C2)C=C1 |r|